2-methyl-4-(2-(pyridin-4-yl)-4-(2,8-diazaspiro[4.5]decan-8-yl)pyrido[3,4-d]pyrimidin-8-yl)but-3-yn-2-ol Titanium [Ti].CC(C)(C#CC1=NC=CC2=C1N=C(N=C2N2CCC1(CCNC1)CC2)C2=CC=NC=C2)O